2-(benzo[d][1,3]dioxol-5-ylmethyl)-8-(3-(trifluoromethyl)phenyl)-1,3,4,12a-tetrahydrobenzo[e]pyrazino[1,2-a][1,4]diazepine-6,12(2H,11H)-dione 2,2,2-trifluoroacetate FC(C(=O)O)(F)F.O1COC2=C1C=CC(=C2)CN2CC1N(C(C3=C(NC1=O)C=CC(=C3)C3=CC(=CC=C3)C(F)(F)F)=O)CC2